3-(aminomethyl)-4-ethyl-6-methylpyridine NCC=1C=NC(=CC1CC)C